N'-(methylenebis(3,1-phenylene))bis(aziridine-1-carboxamide) C(C=1C=C(C=CC1)C1N(C1)C(=O)N)C=1C=C(C=CC1)C1N(C1)C(=O)N